CN1C(SCN(C1)C)=S 3,5-dimethyl-tetrahydro-1,3,5-thiadiazine-2-thione